N,N-dimethylaminopropyl-dimethyl-methoxysilane CN(C)CCC[Si](OC)(C)C